9-heptadecyl-8-(((1R,3R)-3-hydroxycyclohexyl)amino)octanoate CCCCCCCCC(CCCCCCCC)OC(CCCCCCCN[C@H]1C[C@@H](CCC1)O)=O